chloromethyl 4-(5-(2,4-bis(trifluoromethyl)benzyl)-2-(2,6-diethylphenyl)-6,6-dimethyl-2,4,5,6-tetrahydropyrrolo[3,4-c]pyrazol-3-yl)-7-fluoro-1H-indole-1-carboxylate FC(C1=C(CN2C(C3=NN(C(=C3C2)C2=C3C=CN(C3=C(C=C2)F)C(=O)OCCl)C2=C(C=CC=C2CC)CC)(C)C)C=CC(=C1)C(F)(F)F)(F)F